ClC=1C2=C(N=CN1)N(C=C2C2=CC=C(C=C2)OC2=CC=CC=C2)C2CCN(CC2)C(=O)OC(C)(C)C tert-butyl 4-(4-chloro-5-(4-phenoxyphenyl)-7H-pyrrolo[2,3-d]pyrimidin-7-yl)piperidine-1-carboxylate